FC=1C=C2C(=CN(C2=CC1)C1CN(C1)C)C 5-fluoro-3-methyl-1-(1-methylazetidin-3-yl)-1H-indole